N-((S)-3-cyclohexyl-1-(((2S,3S)-1-(2,3-dihydrospiro[indene-1,4'-piperidin]-1'-yl)-3-methyl-1-oxopentan-2-yl)amino)-1-oxopropan-2-yl)isoxazole-5-carboxamide C1(CCCCC1)C[C@@H](C(=O)N[C@H](C(=O)N1CCC2(CC1)CCC1=CC=CC=C12)[C@H](CC)C)NC(=O)C1=CC=NO1